OC=1C=C(OCC=2N=NN(C2)[C@@H]2C[C@@H]3[C@H]4CCCN5CCC[C@@H](CN3C(C2)=O)[C@@H]45)C=CC1C(\C=C\C1=CC=C(C=C1)OC)=O (1R,2R,4R,9S,17S)-4-[4-[[3-Hydroxy-4-[(E)-3-(4-methoxyphenyl)prop-2-enoyl]phenoxy]methyl]triazol-1-yl]-7,13-diazatetracyclo[7.7.1.02,7.013,17]heptadecan-6-one